4,4-diaminobiphenyl NC1(CC=C(C=C1)C1=CC=CC=C1)N